(S)-N-((1r,4S)-4-hydroxy-4-(trifluoromethyl)cyclohexyl)-4-(5-(6-methoxypyrimidin-4-yl)-1H-pyrazole-3-carbonyl)-4-azaspiro[2.5]octane-7-carboxamide OC1(CCC(CC1)NC(=O)[C@H]1CCN(C2(CC2)C1)C(=O)C1=NNC(=C1)C1=NC=NC(=C1)OC)C(F)(F)F